(1r,4r)-4-(3-chloroanilino)-2'-(4-hydroxyphenyl)-2',3'-dihydrospiro[cyclohexane-1,1'-indene]-4-carboxylic acid ClC=1C=C(NC2(CCC3(C(CC4=CC=CC=C34)C3=CC=C(C=C3)O)CC2)C(=O)O)C=CC1